6-(BENZYLAMINO)NICOTINALDEHYDE C(C1=CC=CC=C1)NC1=NC=C(C=O)C=C1